C(C)(C)(C)OC(CC[B-](F)(F)F)=O.[K+] potassium (3-tert-butoxy-3-oxopropyl)trifluoroborate